1-(biphenyl-4-yl)-2-methyl-2-morpholinyl-1-propanone C1(=CC=C(C=C1)C(C(C)(N1CCOCC1)C)=O)C1=CC=CC=C1